OC1=CC=C(C(=O)OC(C2=CC=CC=C2)Cl)C=C1 chlorobenzyl 4-hydroxybenzoate